tert-butyl (3-chloro-2,4-difluorophenyl)sulfonyl(thiazol-4-yl)carbamate ClC=1C(=C(C=CC1F)S(=O)(=O)N(C(OC(C)(C)C)=O)C=1N=CSC1)F